(3-(4-(4,6-Dimethylpyrimidin-5-yl)benzyl)-1,2,3-oxadiazol-3-ium-5-yl)(((1S,3S)-3-(trifluoromethyl)cyclopentyl)carbamoyl)amide CC1=NC=NC(=C1C1=CC=C(C[N+]2=NOC(=C2)[N-]C(N[C@@H]2C[C@H](CC2)C(F)(F)F)=O)C=C1)C